NC1=NC(=CC=C1OCC(=O)NC12CC(C1)(C2)NC(COC2=CC(=C(C=C2)Cl)F)=O)C 2-[(2-amino-6-methylpyridin-3-yl)oxy]-N-{3-[2-(4-chloro-3-fluorophenoxy)acetamido]bicyclo[1.1.1]pentan-1-yl}acetamide